4-(4-(hydroxymethyl)thiazol-2-yl)tetrahydro-2H-pyran-4-ol tert-Butyl-(6-(1-(pyridin-2-yl)cyclopropane-1-carbonyl)pyridin-3-yl)carbamate C(C)(C)(C)N(C(=O)OC1(CCOCC1)C=1SC=C(N1)CO)C=1C=NC(=CC1)C(=O)C1(CC1)C1=NC=CC=C1